D-galactosamine penta-acetate C(C)(=O)O.C(C)(=O)O.C(C)(=O)O.C(C)(=O)O.C(C)(=O)O.OC1[C@H](N)[C@@H](O)[C@@H](O)[C@H](O1)CO